({3-[(2R)-1-{[(R)-phenyl((3R)-1H,2H,3H,4H-pyrido[2,3-b]pyrazin-3-yl)methyl]amino}propan-2-yl]phenyl}methyl)cyclopropane-1-carboxylic acid C1(=CC=CC=C1)[C@H]([C@H]1CNC2=C(N1)N=CC=C2)NC[C@H](C)C=2C=C(C=CC2)CC2(CC2)C(=O)O